O1COC=2C=CC=3CCO[C@@H](C3C21)[C@H]2NCCC2 (S)-2-((S)-7,9-dihydro-6H-[1,3]dioxolo[4,5-h]isochromen-9-yl)pyrrolidine